CC1=C(C(=C(C1(C)C(C1(C(=C(C(=C1C)C)C)C)C)[Zr]CC1=CC=CC=C1)C)C)C bis(pentamethylcyclopentadienyl)methylbenzyl-zirconium